C(C(=C)C)(=O)OCCC[SiH](Cl)C methacryloxypropyl-methylchlorosilane